NC1=CC=CC(=N1)COCC=1C=C(C(=C(C1)NC1=C(N=NC(=C1)Cl)C(=O)NC([2H])([2H])[2H])OC)C1=NN(C=N1)C 4-((5-(((6-Aminopyridin-2-yl)methoxy)methyl)-2-methoxy-3-(1-methyl-1H-1,2,4-triazol-3-yl)phenyl)amino)-6-chloro-N-(methyl-d3)pyridazine-3-carboxamide